The molecule is an EpETE obtained by formal epoxidation of the 17,18-double bond of all-cis-5,8,11,14,17-icosapentaenoic acid. It has a role as a metabolite. It derives from an all-cis-5,8,11,14,17-icosapentaenoic acid. It is a conjugate acid of a 17,18-EETeTr(1-). CCC1C(O1)C/C=C\\C/C=C\\C/C=C\\C/C=C\\CCCC(=O)O